2,4-dimethylquinoline-3-carboxylic acid methyl ester COC(=O)C=1C(=NC2=CC=CC=C2C1C)C